2,6-di-isopropyl-aniline tri(isopentyl)-cyclohexane-1,3,5-tripropionate C(CC(C)C)OC(CCC1CC(CC(C1)CCC(=O)OCCC(C)C)CCC(=O)OCCC(C)C)=O.C(C)(C)C1=C(N)C(=CC=C1)C(C)C